CN(C)C(=N)N(C)C N,N',N'-tetramethylguanidine